(R)-2-amino-3-((3-(2-ethylphenyl)-5-fluoro-benzoyl)amino)propanoic acid hydrochloride Cl.N[C@@H](C(=O)O)CNC(C1=CC(=CC(=C1)F)C1=C(C=CC=C1)CC)=O